CN(C/C=C/C(=O)NC1=CC=C(C=C1)C(=O)N1C[C@H]([C@H](C1)NC1=NC=CC(=N1)C=1C(=NN2C1C=CC=C2)C2=CC=CC=C2)C)C (E)-4-(dimethylamino)-N-(4-((3R,4R)-3-methyl-4-((4-(2-phenylpyrazolo[1,5-a]pyridin-3-yl)pyrimidin-2-yl)amino)pyrrolidine-1-carbonyl)phenyl)but-2-enamide